IC1=NN(C=2N=C(N(C(C21)=O)C)N2CCC1(CC(N(C1)C1=CC(=NC=C1)C(F)(F)F)=O)CC2)C2OCCCC2 8-(3-iodo-5-methyl-4-oxo-1-(tetrahydro-2H-pyran-2-yl)-4,5-dihydro-1H-pyrazolo[3,4-d]pyrimidin-6-yl)-2-(2-(trifluoromethyl)pyridin-4-yl)-2,8-diazaspiro[4.5]decan-3-one